(1S,2S)-2-(1H-benzo[d]imidazol-2-yl)-N-((S)-1-oxo-1-((1-propionylpiperidin-4-yl)amino)propan-2-yl)cyclopropane-1-carboxamide N1C(=NC2=C1C=CC=C2)[C@@H]2[C@H](C2)C(=O)N[C@H](C(NC2CCN(CC2)C(CC)=O)=O)C